N-(3-aminobicyclo[1.1.1]pent-1-yl)-2-(3,4-dichlorophenoxy)acetamide hydrochloride Cl.NC12CC(C1)(C2)NC(COC2=CC(=C(C=C2)Cl)Cl)=O